tert-butyl 2-(1H-pyrrolo[2,3-b]pyridin-5-yloxy)-4-(4-((2-(3-chlorobicyclo[1.1.1]pentan-1-yl)cyclohex-1-enyl)methyl)piperazin-1-yl)benzoate N1C=CC=2C1=NC=C(C2)OC2=C(C(=O)OC(C)(C)C)C=CC(=C2)N2CCN(CC2)CC2=C(CCCC2)C21CC(C2)(C1)Cl